CO[C@]1(CNCC1)COC1=NOC(=C1C1=CC=2N(C=C1)N=C(C2)NC(=O)C2CC2)C |r| (RS)-N-[5-[3-[(3-methoxypyrrolidin-3-yl)methoxy]-5-methyl-isoxazol-4-yl]pyrazolo[1,5-a]pyridin-2-yl]cyclopropanecarboxamide